3-[(2-chloro-6-fluorobenzyl)sulfanyl]-6-methyl-5-propyl[1,2,4]triazolo[4,3-a]pyrimidin ClC1=C(CSC2=NN=C3N2C(=C(C=N3)C)CCC)C(=CC=C1)F